N-((R)-2-cyano-1-(4-(ethylsulfonyl)phenyl)ethyl)-4-((2R,5S)-2-((cyclopropylmethoxy)methyl)-5-(4-(trifluoromethyl)phenyl)piperidin-1-yl)benzamide C(#N)C[C@H](C1=CC=C(C=C1)S(=O)(=O)CC)NC(C1=CC=C(C=C1)N1[C@H](CC[C@H](C1)C1=CC=C(C=C1)C(F)(F)F)COCC1CC1)=O